FC1(CC(C1)N(CC[C@@H](C(=O)O)NC1=NC=NC=C1)CCCCC1=NC=2NCCCC2C=C1)F (S)-4-((3,3-difluorocyclobutyl)(4-(5,6,7,8-tetrahydro-1,8-naphthyridin-2-yl)butyl)amino)-2-(pyrimidin-4-ylamino)butanoic acid